NCC1=NSC(=N1)C1(CC1)S(=O)(=O)N [3-(aminomethyl)-1,2,4-thiadiazol-5-yl]cyclopropanesulfonamide